4-(4-((2-(dimethylphosphoryl)phenyl)amino)-2-((2-methoxy-4-(4-(4-methylpiperazin-1-yl)piperidin-1-yl)phenyl)amino)pyrimidin-5-yl)-2-hydroxybenzaldehyde CP(=O)(C)C1=C(C=CC=C1)NC1=NC(=NC=C1C1=CC(=C(C=O)C=C1)O)NC1=C(C=C(C=C1)N1CCC(CC1)N1CCN(CC1)C)OC